C1(CC1)CC1=C(C=NN1C)C1=NC(=NC=C1F)NC1CCC(CC1)N (1r,4r)-N1-(4-(5-(cyclopropylmethyl)-1-methyl-1H-pyrazol-4-yl)-5-fluoropyrimidin-2-yl)cyclohexane-1,4-diamine